(+)-3,4-methylenedioxyamphetamine C1OC=2C=C(CC(N)C)C=CC2O1